FC(C1CCC1O)(F)F 4-(trifluoromethyl)cyclobutan-1-ol